4-Vinyl-Benzyl Chloride C(=C)C1=CC=C(CCl)C=C1